[Si](C)(C)(C(C)(C)C)OCC1=CC=C(NC)C=C1 4-{[(tert-butyldimethylsilyl)oxy]methyl}-N-methylaniline